C[C@@H]1CC2=C(N=C(N(C2=O)C=2C=NC(=CC2)C(NC)=O)SC)CN1C(=O)OC(C)(C)C (R)-tert-Butyl 6-methyl-3-(6-(methylcarbamoyl) pyridin-3-yl)-2-(methylthio)-4-oxo-3,4,5,6-tetrahydropyrido[3,4-d]pyrimidine-7(8H)-carboxylate